C(C)(C)(C)OC(=O)[C@H]1[C@@H]2CCC([C@H]12)=O.C1(CC1)C1=CN=C(N=N1)N[C@@H]1C[C@H](CC1)NC1=CC=C(C=N1)N1C(C=CC=C1)=O |&1:7,8,12| 6'-(((1S,3S)-3-((6-cyclopropyl-1,2,4-triazin-3-yl)amino)cyclopentyl)amino)-2H-[1,3'-bipyridinyl]-2-one (±)-tert-butyl-(1S,5R,6S)-2-oxobicyclo[3.1.0]hexane-6-carboxylate